N-(4-(4-amino-3-(4-((5-chloro-4-methylpyrimidin-2-yl)oxy)phenyl)-7-cyano-1-methyl-1H-pyrrolo[3,2-c]pyridin-2-yl)-3-fluorophenyl)acrylamide NC1=NC=C(C2=C1C(=C(N2C)C2=C(C=C(C=C2)NC(C=C)=O)F)C2=CC=C(C=C2)OC2=NC=C(C(=N2)C)Cl)C#N